C(C)(C)(C)OC(=O)NCCC1=CC=C(C=C1)S(=O)(=O)F 4-(2-((t-butoxycarbonyl)amino)ethyl)phenylsulfonyl fluoride